OC1COCCC1OC1=NC(=NC=C1C(C(F)(F)F)(F)F)NC1=CC=C(C=C1)S(=O)(=O)N 4-((4-((3-hydroxytetrahydro-2H-pyran-4-yl)oxy)-5-(perfluoroethyl)pyrimidin-2-yl)amino)benzenesulfonamide